COC=1C=2N(C=C(C1)C1=CC3=C(N(C(N3)=O)[C@H]3CN(CCC3)CC(=O)N(C)C)C=C1C)N=CN2 (R)-2-(3-(5-(8-methoxy-[1,2,4]triazolo[1,5-a]pyridin-6-yl)-6-methyl-2-oxo-2,3-dihydro-1H-benzo[d]imidazol-1-yl)piperidin-1-yl)-N,N-dimethylacetamide